1-methyl-7-(trifluoromethyl)-3,4-dihydroquinoxalin CN1CCNC2=CC=C(C=C12)C(F)(F)F